BrC=1C=CC=C2C=CC=C(C12)C1=C(C=2N=C(N=C(C2C=N1)N1C[C@H]2CC[C@@H](C1)N2C(=O)OC(C)(C)C)OCC21CCCN1CCC2)F tert-butyl (1R,5S)-3-(7-(8-bromonaphthalen-1-yl)-8-fluoro-2-((tetrahydro-1H-pyrrolizin-7a(5H)-yl)methoxy)pyrido[4,3-d]pyrimidin-4-yl)-3,8-diazabicyclo[3.2.1]octane-8-carboxylate